F[C@@]12[C@]3(C=CC(C=C3CC[C@H]1[C@@H]1C[C@H]([C@](C(COC3(CO)[C@@H](O)[C@H](O[C@H]4[C@H](O)[C@@H](O)[C@@H](O)[C@H](O4)CO)[C@H](O3)CO)=O)([C@]1(C[C@@H]2O)C)O)C)=O)C (11β,16α)-9-fluoro-11,17-dihydroxy-16-methyl-21-{[4-O-(β-D-galactopyranosyl)-D-fructofuranosyl]oxy}pregna-1,4-diene-3,20-dione